ClC=1C=C(C=CC1OC1COC1)C(=O)[C@@H]1[C@H](C1)C(=O)O (1S,2S)-2-{[3-chloro-4-(oxetan-3-yloxy)phenyl]carbonyl}cyclopropane-1-carboxylic acid